FC1=C(C(=O)N[C@@H]2[C@H](COCC2)O)C=CC(=C1)CC=1C=C2C(N(C=NC2=C(C1C)C)[C@@H]1[C@H](COCC1)O)=O 2-fluoro-N-((3R,4S)-3-hydroxytetrahydro-2H-pyran-4-yl)-4-((3-((3R,4S)-3-hydroxytetrahydro-2H-pyran-4-yl)-7,8-dimethyl-4-oxo-3,4-dihydroquinazolin-6-yl)methyl)benzamide